t-butyl 1-((tetrahydro-2H-pyran-4-carbonyl)carbamoyl)-6-azaspiro[2.5]octane-6-carboxylate O1CCC(CC1)C(=O)NC(=O)C1CC12CCN(CC2)C(=O)OC(C)(C)C